C(C(=C)C)(=O)OCC(CC1=CC=CC=C1)O 2-hydroxy-3-phenylpropyl methacrylate